FC1(CCN(CC1)C1=NC(=CC(=N1)C1(NOC2=C1C(=CC(=C2)N)N2CCC1(CC1)CC2)N)C)F 3-(2-(4,4-difluoropiperidin-1-yl)-6-methylpyrimidin-4-yl)-4-(6-azaspiro[2.5]oct-6-yl)benzo[d]isoxazole-3,6-diamine